4-chloro-7-[(2,4-dimethoxyphenyl)methoxy]quinazoline 1-methyl-1H-pyrazole-3-carboxylate CN1N=C(C=C1)C(=O)O.ClC1=NC=NC2=CC(=CC=C12)OCC1=C(C=C(C=C1)OC)OC